(3Z)-14,14-diethoxy-3-tetradecene-1-ol C(C)OC(CCCCCCCCC\C=C/CCO)OCC